tert-butyl 7-amino-3-oxa-9-azabicyclo[3.3.1]nonane-9-carboxylate NC1CC2COCC(C1)N2C(=O)OC(C)(C)C